C(CC(C)N)(N)N 1,1,3-butanetriamine